bis(2,2'-dihydroxy-3,3'-di-tert-butyl-5,5'-dimethylphenyl)ethane OC1(C(=CC(CC1(C(C)(C)C)C(C)(C)C)(C)C)C(C)C=1C(C(CC(C1)(C)C)(C(C)(C)C)C(C)(C)C)(O)O)O